[Si](C1=CC=CC=C1)(C1=CC=CC=C1)(C(C)(C)C)O[C@@H]1[C@](COC1)(CC)N1CCN(CC1)C(=O)OC(C)(C)C Tert-butyl 4-((3R,4R)-4-((tert-butyldiphenylsilyl)oxy)-3-ethyltetrahydrofuran-3-yl)piperazine-1-carboxylate